2-[(e)-2-(2,5-difluorophenyl)vinyl]-4,4,5,5-tetramethyl-1,3,2-dioxaborolane FC1=C(C=C(C=C1)F)/C=C/B1OC(C(O1)(C)C)(C)C